CC=1C=C(C(C(=O)OCC(C)(C)C)=CC1)C(=O)OCC(C)(C)C di-neopentyl 4-methylphthalate